tert-Butyl 6-((6-methyl-5-(trifluoromethyl)pyridin-2-yl)methylene)-2-azaspiro[3.3]heptane-2-carboxylate CC1=C(C=CC(=N1)C=C1CC2(CN(C2)C(=O)OC(C)(C)C)C1)C(F)(F)F